S(=O)(=O)(O)O.OC=1C=CC=2OCCNC2C1 6-hydroxybenzomorpholine sulfate